BrC1=C(C=O)C=C(C=C1)OC1=CC=C(C=C1)C#N 2-bromo-5-(4-cyanophenoxy)benzaldehyde